(rac)-Benzyl 3-[[3-benzyloxy-6-[2-methyl-4-(trifluoromethyl)-6-(2-trimethylsilylethoxy-methoxy)phenyl]pyrazin-2-yl]carbamothioylamino]piperidine-1-carboxylate C(C1=CC=CC=C1)OC=1C(=NC(=CN1)C1=C(C=C(C=C1OCOCC[Si](C)(C)C)C(F)(F)F)C)NC(=S)N[C@H]1CN(CCC1)C(=O)OCC1=CC=CC=C1 |r|